C12(C(CCCC1)O2)CC[Si](OCC)(OCC)OCC epoxycyclohexylethyl-triethoxysilane